2-(4-(7-chloro-4-(morpholinomethyl)quinolin-2-yl)phenyl)acetonitrile ClC1=CC=C2C(=CC(=NC2=C1)C1=CC=C(C=C1)CC#N)CN1CCOCC1